5-[1-(1-chloro-3-hydroxypropan-2-yl)-3-(trifluoromethyl)pyrazol-4-yl]-N-[3-chloro-4-[4-(piperidine-4-carbonyl)piperazine-1-carbonyl]phenyl]-1-methylimidazole-2-carboxamide ClCC(CO)N1N=C(C(=C1)C1=CN=C(N1C)C(=O)NC1=CC(=C(C=C1)C(=O)N1CCN(CC1)C(=O)C1CCNCC1)Cl)C(F)(F)F